N[C@@]1(CN(CC1)C1=C(C=NC(=C1C1=CC(=CC(=C1)F)F)C)C(=O)N[C@H](C(F)(F)F)C)C 4-[(3S)-3-amino-3-methylpyrrolidin-1-yl]-5-(3,5-difluorophenyl)-6-methyl-N-[(2S)-1,1,1-trifluoropropan-2-yl]pyridine-3-carboxamide